5-fluoro-2-((1-methyl-1H-pyrazol-3-yl)methyl)-6-(phenylsulfonyl)phthalazin-1(2H)-one FC1=C2C=NN(C(C2=CC=C1S(=O)(=O)C1=CC=CC=C1)=O)CC1=NN(C=C1)C